C(C(=C)C)(=O)OC1=CC=CC=2C3=CC=C4C=CC=CC4=C3C=CC12 chrysenyl methacrylate